S(=O)(=O)(O)O.NCCC(=O)O beta-alanine sulfate